ClC1=CC=C2C(=C1)NC([C@]21N(C(C=2C1=C(N(C2)C=2C(=NC(=NC2)OC)OC)C(C)C)=O)C2=C(C=C(C(=C2)Cl)F)F)=O (3S)-6-chloro-2'-(5-chloro-2,4-difluorophenyl)-5'-(2,4-dimethoxypyrimidin-5-yl)-6'-(propan-2-yl)-1,2,3',5'-tetrahydro-2'H-spiro[indole-3,1'-pyrrolo[3,4-c]pyrrole]-2,3'-dione